ClC1=CC=C(C=C1)CCC1=NN(C=N1)CC(O)C(C)(C)C [2-(4-chlorophenyl)ethyl]-α-(1,1-dimethylethyl)-1H-1,2,4-triazole-1-ethanol